tert-butyl-4-(2-carbamoyl-6-chloro-8-fluoro-7-(3-hydroxynaphthalen-1-yl)quinazolin-4-yl)piperazine-1-carboxylate C(C)(C)(C)OC(=O)N1CCN(CC1)C1=NC(=NC2=C(C(=C(C=C12)Cl)C1=CC(=CC2=CC=CC=C12)O)F)C(N)=O